Di(aziridin-1-yl)phosphinic acid 6-fluoro-5-nitro-2,3-dihydro-1H-inden-1-yl ester FC1=C(C=C2CCC(C2=C1)OP(=O)(N1CC1)N1CC1)[N+](=O)[O-]